5-benzoyl-7-trimethylsilyl-ethoxymethyl-7H-pyrrolo[2,3-d]pyrimidine C(C1=CC=CC=C1)(=O)C1=CN(C=2N=C(N=CC21)COCC)[Si](C)(C)C